CC=1C(=NC(=CC1C(=O)N)[C@@H](C)C1=CC=CC=C1)C(=O)N methyl-6-((S)-1-phenylethyl)pyridine-2,4-dicarboxamide